(1r,4r)-4-((4-methoxy-5-(1-(2,2,2-trifluoroethyl)-1H-benzo[d][1,2,3]triazol-6-yl)pyrrolo[2,1-f][1,2,4]triazin-2-yl-7-d)amino)-1-methylcyclohexan-1-ol COC1=NC(=NN2C1=C(C=C2[2H])C=2C=CC1=C(N(N=N1)CC(F)(F)F)C2)NC2CCC(CC2)(O)C